CC1(O[C@H]2[C@@H](O1)C(C[C@@H]2C2CCN(CC2)C(=O)OC(C)(C)C)=O)C tert-Butyl 4-((3aR,4R,6aR)-2,2-dimethyl-6-oxotetrahydro-4H-cyclopenta[d][1,3]dioxol-4-yl)piperidine-1-carboxylate